(S)-2-((5-(3,5-dimethylisoxazol-4-yl)pyridin-2-yl)amino)-1-((1r,4S)-4-methylcyclohexyl)-2-oxoethyl-carbamic acid tert-butyl ester C(C)(C)(C)OC(N[C@H](C(=O)NC1=NC=C(C=C1)C=1C(=NOC1C)C)C1CCC(CC1)C)=O